methyl O-((2-oxabicyclo[2.2.2]octan-4-yl)methyl)-N-(((4-nitrobenzyl)oxy)carbonyl)-L-threoninate C12OCC(CC1)(CC2)CO[C@@H]([C@H](NC(=O)OCC2=CC=C(C=C2)[N+](=O)[O-])C(=O)OC)C